ethyl 1-(6-(pyridin-4-yl)quinolin-2-yl)pyrrolidine-3-carboxylate N1=CC=C(C=C1)C=1C=C2C=CC(=NC2=CC1)N1CC(CC1)C(=O)OCC